3-(4-Monochloro-2,6-dimethylphenyl)4-monohydroxy-8-methoxy-1,8-diazaspiro[4.5]dec-3-en-2-one ClC1=CC(=C(C(=C1)C)C=1C(NC2(C1O)CCN(CC2)OC)=O)C